(exo)-N-cyclopropyl-N-{6-[4-(1H-pyrazol-4-yl)-1,3-benzothiazol-7-yl]pyridazin-3-yl}-8-azabicyclo[3.2.1]octan-3-amine C1(CC1)N(C1CC2CCC(C1)N2)C=2N=NC(=CC2)C2=CC=C(C=1N=CSC12)C=1C=NNC1